N1N=NC(=C1)C1CN(CCC1)C=1C2=C(N=C(N1)OCC1(CC1)CN(C)C)CN(CC2)C2=CC=CC1=CC=CC(=C21)CC 1-(1-(((4-(3-(1H-1,2,3-triazol-4-yl)piperidin-1-yl)-7-(8-ethylnaphthalen-1-yl)-5,6,7,8-tetrahydropyrido[3,4-d]pyrimidin-2-yl)oxy)methyl)cyclopropyl)-N,N-dimethylmethanamine